5-[3-(3-Fluorophenylamino)-2-hydroxypropyl]-1,3-oxazol-2(3H)-one FC=1C=C(C=CC1)NCC(CC1=CNC(O1)=O)O